CC1(OC=2C=C(C(=C(C2C=C1)O)C)C)C 2,2,6,7-Tetramethylchromen-5-ol